N-(4-(4-(2-aminoethyl)piperazine-1-carbonyl)-3-chlorophenyl)-5-(1-cyclopropyl-3-(trifluoromethyl)-1H-pyrazol-4-yl)-1-methyl-1H-imidazole-2-carboxamide formate C(=O)O.NCCN1CCN(CC1)C(=O)C1=C(C=C(C=C1)NC(=O)C=1N(C(=CN1)C=1C(=NN(C1)C1CC1)C(F)(F)F)C)Cl